3,4-dichloroaniline 2,2-dimethyl-1,3-dioxolane-4-acetate CC1(OCC(O1)CC(=O)O)C.ClC=1C=C(N)C=CC1Cl